(R)-7-bromo-2-methyl-4-((S)-1-(6-(trifluoromethoxy)pyridin-2-yl)ethyl)-2H-benzo[b][1,4]oxazin-3(4H)-one BrC=1C=CC2=C(O[C@@H](C(N2[C@@H](C)C2=NC(=CC=C2)OC(F)(F)F)=O)C)C1